NC1=NC=CC=C1C1=NC=2C(=NC(=CC2)C=2C=C(C=CC2)NC(C)=O)N1C1=CC=C(C=C1)CNCCC1=C(C(=C(C=C1)C=O)O)F N-{3-[2-(2-aminopyridin-3-yl)-3-[4-({[2-(2-fluoro-4-formyl-3-hydroxyphenyl)ethyl]amino}methyl)phenyl]imidazo[4,5-b]pyridin-5-yl]phenyl}acetamide